3-[(S)-Hydroxy-[3-(3-phenoxymethyl-[1,2,4]oxadiazol-5-yl)-phenyl]-(4-trifluoromethoxy-phenyl)-methyl]-3-methyl-azetidine-1-carboxylic acid tert-butyl ester C(C)(C)(C)OC(=O)N1CC(C1)(C)[C@](C1=CC=C(C=C1)OC(F)(F)F)(C1=CC(=CC=C1)C1=NC(=NO1)COC1=CC=CC=C1)O